FC=1C(=C(C=C(C1)F)C(NC(=O)C=1C(=NC(=C(C1)C=1C=CC=2N(N1)C=C(N2)NC(C)=O)C)C)[2H])OC2CCOCC2 N-{[3,5-difluoro-2-(oxan-4-yloxy)phenyl](deutero)methyl}-5-{2-acetamidoimidazo[1,2-b]pyridazin-6-yl}-2,6-dimethylpyridine-3-carboxamide